trifluoromethyl-2'-(trifluoromethoxy)-[1,1'-biphenyl]-4-amine FC(F)(F)C1=C(C=CC(=C1)N)C1=C(C=CC=C1)OC(F)(F)F